C(N1C(C2(CCNCC2)C2=CC=CC=C12)=O)([2H])([2H])[2H] 1-(2H3)methyl-1,2-dihydrospiro[indole-3,4'-piperidin]-2-one